octanonyl peroxide C(C(CCCCCC)=O)OOCC(CCCCCC)=O